FC(C=1C(=CN(C(C1)=O)C)C(=O)NC1=C(C=C(C(=C1)C=1C=NC(=CC1)N1C[C@H](OCC1)C)F)N1C[C@H](N([C@H](C1)C)C)C)F 4-(difluoromethyl)-N-[4-fluoro-5-[6-[(2R)-2-methylmorpholin-4-yl]pyridin-3-yl]-2-[(3R,5S)-3,4,5-trimethylpiperazin-1-yl]phenyl]-1-methyl-6-oxopyridine-3-carboxamide